COC(=O)C1=CC=2C3C(CN(C2N=C1)CC1=CC=C(C=C1)OC)C3 3-(4-methoxybenzyl)-1a,2,3,7B-tetrahydro-1H-cyclopropa[C][1,8]naphthyridine-6-carboxylic acid methyl ester